3-[(1R)-1-(3,5-difluoropyridin-4-yl)ethoxy]-5-[(3R)-5',6'-dihydrospiro[pyrrolidine-3,4'-pyrrolo[1,2-b]pyrazol]-2'-yl]pyridin-2-amine-hydrochloride Cl.FC=1C=NC=C(C1[C@@H](C)OC=1C(=NC=C(C1)C=1C=C2N(N1)CC[C@]21CNCC1)N)F